2-[(3R)-5,5-difluoro-1-(1H-imidazole-1-carbonyl)piperidin-3-yl]-6-methyl-1λ6,2,6-thiadiazinane-1,1-dione FC1(C[C@H](CN(C1)C(=O)N1C=NC=C1)N1S(N(CCC1)C)(=O)=O)F